2-(2-((2-(1-ethyl-6,7-dihydro-1H-[1,4]dioxino[2',3':4,5]benzo[1,2-d]imidazol-2-yl)ethyl)amino)ethyl)-N-((3-fluoropyridin-2-yl)-methyl)oxazolo[4,5-c]pyridin-4-amine formate C(=O)O.C(C)N1C(=NC2=C1C=C1C(=C2)OCCO1)CCNCCC=1OC2=C(C(=NC=C2)NCC2=NC=CC=C2F)N1